C1(=CC=CC=C1)C1=C2C(=C(C(=C(C2=C(C=2C(=C(C(=C(C12)[2H])[2H])[2H])[2H])[2H])[2H])[2H])[2H])[2H] 9-Phenylanthracene-d9